[N+](=O)([O-])C=1C=NN(C1)C(C1=NN=NN1CC(F)(F)F)C1COC1 5-[(4-nitropyrazol-1-yl)-(oxetan-3-yl)methyl]-1-(2,2,2-trifluoroethyl)tetrazole